2-(2-{5-[(3R,5R)-3-amino-5-fluoropiperidine-1-carbonyl]-7-methoxy-1-methyl-1H-1,3-benzodiazol-2-yl}-1-(cyclopropylmethyl)-1H-pyrrolo[2,3-b]pyridin-6-yl)-5-hydroxybenzonitrile N[C@H]1CN(C[C@@H](C1)F)C(=O)C1=CC2=C(N(C(=N2)C2=CC=3C(=NC(=CC3)C3=C(C#N)C=C(C=C3)O)N2CC2CC2)C)C(=C1)OC